aluminum trisdodecanoate C(CCCCCCCCCCC)(=O)[O-].C(CCCCCCCCCCC)(=O)[O-].C(CCCCCCCCCCC)(=O)[O-].[Al+3]